BrC1=C(OCC2=CC=C(C=C2)C2=NN=C3N2CCCCC3)C=CC=C1 3-[4-(2-bromophenoxymethyl)phenyl]-5H,6H,7H,8H,9H-[1,2,4]triazolo[4,3-a]azepine